1-((2R)-4-(3-((4-amino-7-methyl-5-(4-phenoxyphenyl)-7H-pyrrolo[2,3-d]pyrimidin-6-yl)ethynyl)azetidin-1-yl)-2-(methoxymethyl)piperidin-1-yl)prop-2-en-1-one NC=1C2=C(N=CN1)N(C(=C2C2=CC=C(C=C2)OC2=CC=CC=C2)C#CC2CN(C2)C2C[C@@H](N(CC2)C(C=C)=O)COC)C